(2S)-2-[2-(1-Amino-2,2-dicyclopropylethyl)-4-fluoro-1H-benzimidazol-5-yl]-4,4-difluoro-N-(2,2,2-trifluoroethyl)butanamide NC(C(C1CC1)C1CC1)C1=NC2=C(N1)C=CC(=C2F)[C@@H](C(=O)NCC(F)(F)F)CC(F)F